triisopropylsilyl amylmalate C(CCCC)C(C(=O)O[Si](C(C)C)(C(C)C)C(C)C)(O)CC(=O)[O-]